CC1=CC=C(C=C1)S(=O)(=O)OC(CCCCCCC)CC decan-8-yl 4-toluenesulfonate